S1C=NC2=C1C=C(C=C2)\C=C\2/N=C(NC2=O)NC2=CC=C(C=C2)CCCCCC (4Z)-4-(1,3-benzothiazol-6-ylmethylene)-2-(4-hexylanilino)-1H-imidazol-5-one